2-amino-4-{[5-(prop-2-en-1-yloxy)pyridin-2-yl]methoxy}phenol NC1=C(C=CC(=C1)OCC1=NC=C(C=C1)OCC=C)O